(3-chlorophenyl)(5-{[2-(4-chlorophenyl)imidazo[1,2-a]pyridin-3-yl]methyl}-2,5-diazabicyclo[2.2.2]oct-2-yl)methanone ClC=1C=C(C=CC1)C(=O)N1C2CN(C(C1)CC2)CC2=C(N=C1N2C=CC=C1)C1=CC=C(C=C1)Cl